NC([C@H](CCC(=O)OC(C)(C)C)N(C)C1=C(C=C(C=C1Br)OCCOC)OCC1=CC=CC=C1)=O tert-Butyl (4S)-5-amino-4-[[2-benzyloxy-6-bromo-4-(2-methoxyethoxy)phenyl]-methylamino]-5-oxo-pentanoate